6-bromo-3-(2-methoxyethoxy)-2-methylpyridine BrC1=CC=C(C(=N1)C)OCCOC